o-fluorocinnamic acid FC1=C(C=CC(=O)O)C=CC=C1